OC1=C(C=CC(=C1)C(F)(F)F)C1=NN=C(C2=CC=CC=C12)NC1CCCCCC1 2-[[4-[2-hydroxy-4-(trifluoromethyl)phenyl]phthalazin-1-yl]amino]cycloheptan